ClC1=CC(=C(C=C1)N1C(NC(C=C1C(F)(F)F)=O)=O)F (4-chloro-2-fluorophenyl)-6-trifluoromethyl-1H-pyrimidine-2,4-dione